ClC=1C=C(C=C(C1)Cl)C=1OC2=C(N1)C=CC(=C2)C(=O)O[C@@H]2CN(C[C@H]2OC(=O)C2=CC1=C(N=C(O1)C1=CC(=CC(=C1)Cl)Cl)C=C2)C (3R,4R)-1-methylpyrrolidine-3,4-diyl bis(2-(3,5-dichlorophenyl)-benzo[d]oxazole-6-carboxylate)